[Mn].[Ni].[Mo] molybdenum nickel manganese salt